C(CCC)C1(CS(C2=C(N(C1)C1=CC=C(C=C1)F)C=C(C(=C2)OCC(=O)O)SC)(=O)=O)CC 2-((3-butyl-3-ethyl-5-(4-fluorophenyl)-7-(methylsulfanyl)-1,1-dioxido-2,3,4,5-tetrahydro-1,5-benzothiazepin-8-yl)oxy)acetic acid